ClC=1C=C(C=C(C1)F)[C@@H](CN(C)C)N1C(C=C(C=C1)C1=CNC2=NC=C(C=C21)N2CCOCC2)=O (S)-1-(1-(3-chloro-5-fluorophenyl)-2-(dimethylamino)ethyl)-4-(5-morpholino-1H-pyrrolo[2,3-b]pyridin-3-yl)pyridin-2(1H)-one